BrC=1C(=CC=2C3=C(C(=NC2C1F)S(=O)C)NC(CN3C3C1CN(C3C1)C(=O)OC(C)(C)C)=O)CCC#N tert-Butyl (endo)-5-(8-bromo-9-(2-cyanoethyl)-7-fluoro-5-(methylsulfinyl)-3-oxo-3,4-dihydropyrazino[2,3-c]quinolin-1(2H)-yl)-2-azabicyclo[2.1.1]hexane-2-carboxylate